C(CCCCC)C(COC(CCCCCN(C(CCCCCCCCCBr)=O)CCCCCC)=O)CCCCCCCC.COC1=C(C=CC=C1)[Bi](C1=C(C=CC=C1)OC)C1=C(C=CC=C1)OC tri(2-methoxyphenyl)bismuth 2-hexyldecyl-6-(10-bromo-N-hexyldecanamido)hexanoate